N-{2-[1-(3-methylbutyl)piperidin-4-yl]ethyl}-1-[4-(trifluoromethoxy)phenyl]piperidine-4-carboxamide CC(CCN1CCC(CC1)CCNC(=O)C1CCN(CC1)C1=CC=C(C=C1)OC(F)(F)F)C